C(CCC)[C@H]1OC(=O)C2=CC=CC=C12 |r| (+/-)-butylphthalide